3-cyclopropyl-N-[(1S)-1-[2-(6-methoxypyridazin-3-yl)-1,2,4-triazol-3-yl]ethyl]-5-(trifluoromethyl)-1H-indazole-7-carboxamide C1(CC1)C1=NNC2=C(C=C(C=C12)C(F)(F)F)C(=O)N[C@@H](C)C=1N(N=CN1)C=1N=NC(=CC1)OC